methyl 2-((S)-1-(4-(6-((4-bromo-2-fluorobenzyl) oxy) pyridin-2-yl) piperidin-1-yl) ethyl)-1-(((S)-oxetan-2-yl) methyl)-1H-benzo[d]imidazole-6-carboxylate BrC1=CC(=C(COC2=CC=CC(=N2)C2CCN(CC2)[C@@H](C)C2=NC3=C(N2C[C@H]2OCC2)C=C(C=C3)C(=O)OC)C=C1)F